ClC1=C(C=C(C=C1)F)CC(=O)NC1=NC=CC(=C1)NC(CC1=C(C(=CC=C1)F)Cl)=O (2-chloro-5-fluorophenyl)-N-{4-[2-(2-chloro-3-fluorophenyl)acetylamino]pyridin-2-yl}acetamide